2-(6-((5-((3-hydroxy-2,6-dimethylphenyl)carbamoyl)thiazol-2-yl)amino)pyridin-2-yl)acetic acid OC=1C(=C(C(=CC1)C)NC(=O)C1=CN=C(S1)NC1=CC=CC(=N1)CC(=O)O)C